NC=1C(=C(C=CC1F)NC(C1=C(C(=CC(=C1)NC(=O)[C@@H]1C([C@H]1C1=CC(=C(C=C1)F)C(F)(F)F)(Cl)Cl)C)Cl)=O)F N-(3-amino-2,4-difluorophenyl)-2-chloro-5-((1R,3R)-2,2-dichloro-3-(4-fluoro-3-(trifluoromethyl)phenyl)cyclopropane-1-carboxamido)-3-methylbenzamide